N-(2-{2-[4-amino-2-(2-methoxyethyl)-1H-imidazo[4,5-c]quinolin-1-yl]ethoxy}ethyl)-N-methylcyclohexanecarboxamide NC1=NC=2C=CC=CC2C2=C1N=C(N2CCOCCN(C(=O)C2CCCCC2)C)CCOC